1-oxo-4-phenylbut-3-yn-2-yl-2-iodobenzoate O=CC(C#CC1=CC=CC=C1)OC(C1=C(C=CC=C1)I)=O